7-((R)-1-((2R,5S)-2,5-dimethylpiperazin-1-yl)ethyl)-2-methylquinoxalin C[C@H]1N(C[C@@H](NC1)C)[C@H](C)C1=CC=C2N=CC(=NC2=C1)C